C(#N)CCOCC1=CC(=C(N1C1=CC=C(C#N)C=C1)C)C(CN1C2[C@@H](CC1CC2)O)=O (+-)-4-(5-((2-cyanoethoxy)methyl)-3-(2-((2R)-2-hydroxy-7-azabicyclo[2.2.1]heptan-7-yl)acetyl)-2-methyl-1H-pyrrol-1-yl)benzonitrile